[Cl-].[Cl-].C(CC)C1(C=CC=C1)[Hf+2]C1C=CC=C1 (n-propylcyclopentadienyl)(cyclopentadienyl)hafnium (IV) dichloride